Dihydromethanophenazin CC(CCOC1=CC=C2NC3=CC=CC=C3NC2=C1)CC\C=C(/C)\CC\C=C(/C)\CC\C=C(/C)\CCC=C(C)C